The molecule is a tetrapeptide composed of L-aspartic acid, L-methionine, L-threonine and L-proline joined in sequence by peptide linkages. It has a role as a metabolite. It derives from a L-aspartic acid, a L-methionine, a L-threonine and a L-proline. C[C@H]([C@@H](C(=O)N1CCC[C@H]1C(=O)O)NC(=O)[C@H](CCSC)NC(=O)[C@H](CC(=O)O)N)O